5-bromo-2-methyl-thiophene-3-carbonyl chloride BrC1=CC(=C(S1)C)C(=O)Cl